C(#N)N=S1(CCC(CC1)CNC(OCC1=CC=CC=C1)=O)=O benzyl ((1-(cyanoimino)-1-oxidohexahydro-1λ6-thiopyran-4-yl)methyl)carbamate